3-methyl-1-(1,2,4-triazol-1-yl)butan-2-ol CC(C(CN1N=CN=C1)O)C